2-((6-methoxy-2,3-dimethyl-1,2,3,4-tetrahydroisoquinolin-7-yl)amino)-4-((2-(trifluoromethyl)phenyl)amino)pyrimidine-5-carboxamide COC=1C=C2CC(N(CC2=CC1NC1=NC=C(C(=N1)NC1=C(C=CC=C1)C(F)(F)F)C(=O)N)C)C